N-((2-(2,6-dioxopiperidin-3-yl)-1-oxoisoindolin-5-yl)methyl)-4-(3-(hydroxyamino)-3-oxopropyl)benzamide O=C1NC(CCC1N1C(C2=CC=C(C=C2C1)CNC(C1=CC=C(C=C1)CCC(=O)NO)=O)=O)=O